3,15,27-triamino-7,19,31-trihydroxy-10,22,34-trimethyl-1,13,25-trioxa-7,19,31-triaza-cyclohexatriacontane-9,21,33-triene-2,8,14,20,26,32-hexaone NC1C(OCCC(=CC(N(CCCC(C(OCCC(=CC(N(CCCC(C(OCCC(=CC(N(CCC1)O)=O)C)=O)N)O)=O)C)=O)N)O)=O)C)=O